ClS(=O)(=O)C1=CC=C(C(=O)OC)C=C1 methyl 4-(chlorosulfonyl)benzoate